COC1=CC=C(\C=C/C(=O)OC)C=C1 (Z)-Methyl p-methoxycinnamate